methyl (2S)-2-((2-(2,6-difluoro-4-(methylcarbamoyl)phenyl)-7-methyl-5,6,7,8-tetrahydroimidazo[1,2-a]pyridin-3-yl)methyl)morpholine-4-carboxylate FC1=C(C(=CC(=C1)C(NC)=O)F)C=1N=C2N(CCC(C2)C)C1C[C@H]1CN(CCO1)C(=O)OC